CC=1C(C(C(CC1)C)(C)C)/C=C/CC (E)-4-(2,5,6,6-tetramethylcyclohex-2-en-1-yl)but-3-en